FC1=C(C(=C(C(=C1[B-](C1=C(C(=C(C(=C1F)F)F)F)F)(C1=C(C(=C(C(=C1F)F)F)F)F)C1=C(C(=C(C(=C1F)F)F)F)F)F)F)F)F.C(CCC)[NH+](CCCC)CCCC tri(n-butyl)ammonium tetra(pentafluorophenyl)borate